CC1=CC(=NC=C1C(F)(F)F)O 4-methyl-5-(trifluoromethyl)pyridin-2-ol